C(CCCCCCCCCCCCCCCCC)(=O)[O-].S(=O)(=O)([O-])[O-].[Al+3] aluminum sulfate octadecanate